[Na].OC1=CC=C(C=C1)O p-hydroxyphenol sodium salt